C1(CCCCC1)CCCC 1-cyclohexyl-n-butane